ClC=1C=C(C=NC1)CNC1=NC(=NC2=CC=C(C=C12)C=1C(N(C=CC1)C)=O)N1CCN(CC1)CCN(C)C (4-(((5-chloropyridin-3-yl)methyl)amino)-2-(4-(2-(dimethylamino)ethyl)piperazin-1-yl)quinazolin-6-yl)-1-methylpyridin-2(1H)-one